tert-Butyl 7-amino-2,3-dihydro-4H-benzo[b][1,4]oxazine-4-carboxylate NC=1C=CC2=C(OCCN2C(=O)OC(C)(C)C)C1